6,7-dimethoxyquinoline phosphate P(=O)(O)(O)O.COC=1C=C2C=CC=NC2=CC1OC